O1NC=CC(CC1)=O oxazepin-5(7H)-one